1-[3-[5-(2,2-difluoroethoxy)pyrimidin-2-yl]pyrazin-2-yl]ethanamine FC(COC=1C=NC(=NC1)C=1C(=NC=CN1)C(C)N)F